3-(4-bromophenyl)-3-((tert-butoxycarbonyl)amino)propanoic acid BrC1=CC=C(C=C1)C(CC(=O)O)NC(=O)OC(C)(C)C